(3R)-1-acetyl-N-(((2S,5R)-6-hydroxy-7-oxo-1,6-diazabicyclo[3.2.1]oct-2-yl)(imino)methyl)piperidine-3-carboxamide C(C)(=O)N1C[C@@H](CCC1)C(=O)NC(=N)[C@H]1N2C(N([C@H](CC1)C2)O)=O